N-(5-(3,5-difluorobenzyl)-1H-indazol-3-yl)-4-(6-methyl-2,6-diazaspiro[3.3]heptan-2-yl)-2-((tetrahydro-2H-pyran-4-yl)amino)benzamide FC=1C=C(CC=2C=C3C(=NNC3=CC2)NC(C2=C(C=C(C=C2)N2CC3(C2)CN(C3)C)NC3CCOCC3)=O)C=C(C1)F